tetrabutylammonium bromide methanesulfonate CS(=O)(=O)[O-].[Br-].C(CCC)[N+](CCCC)(CCCC)CCCC.C(CCC)[N+](CCCC)(CCCC)CCCC